1-allyl-2,2,5,5-tetraisopropyl-1-aza-2,5-disilacyclopentane C(C=C)N1[Si](CC[Si]1(C(C)C)C(C)C)(C(C)C)C(C)C